[2-(methacryloyl-oxy)-ethyl]-diethylamine C(C(=C)C)(=O)OCCN(CC)CC